O1CCC(CC1)OC1=CC=CC(=N1)N 6-((tetrahydro-2H-pyran-4-yl)oxy)pyridin-2-amine